(R)-3-amino-4-(2-thienyl)-butanoic acid N[C@H](CC(=O)O)CC=1SC=CC1